ClC=1C(=C(C=CC1)NC(=S)C=1C(NCCC1NCC1=C(C=NC=C1)OCC1(OCC1)C)=O)OC N-(3-chloro-2-methoxyphenyl)-4-[({3-[(2-methyloxetan-2-yl)methoxy]pyridin-4-yl}methyl)amino]-2-oxo-1,2,5,6-tetrahydropyridine-3-carbothioamide